NC1=C(C=CC(=C1F)NCC1=CC=C(C=C1)C(F)(F)F)NC([C@H]([C@H](CCCCCCCC)F)F)=O (2R,3S)-N-(2-Amino-3-fluoro-4-((4-(trifluoromethyl)benzyl)amino)phenyl)-2,3-difluoroundecanamid